C(C)OC(=O)C1CCN(CC1)CC1=CC(=C(C(=C1)OC)C#N)F (4-cyano-3-fluoro-5-methoxybenzyl)piperidine-4-carboxylic acid ethyl ester